silicon methyl-acrylamide CC(C(=O)N)=C.[Si]